C12(NCCC2C1)C=O azabicyclo[3.1.0]hexane-1-carbaldehyde